glycerol mono-formate C(=O)OCC(O)CO